8-[(1-cyclopropylsulfonylcyclopropyl)methoxy]-3-ethynyl-1-methyl-pyrido[2,3-d]pyridazin-2-one C1(CC1)S(=O)(=O)C1(CC1)COC=1N=NC=C2C1N(C(C(=C2)C#C)=O)C